P(=O)(OC(C(CNC(C1=C(C(=CC=C1C)C1=CC=2N(C=C1)N=C(N2)N)F)=O)(F)F)C2=CC=C(C=C2)F)(O)O 3-(3-(2-amino-[1,2,4]triazolo[1,5-a]pyridin-7-yl)-2-fluoro-6-methylbenzamido)-2,2-difluoro-1-(4-fluorophenyl)propyl dihydrogen phosphate